tert-butyl (1-((cyclopropyl(pyridin-2-yl)methyl)amino)-2-methyl-1-oxopropan-2-yl)carbamate C1(CC1)C(C1=NC=CC=C1)NC(C(C)(C)NC(OC(C)(C)C)=O)=O